C(C)(C)(C)C1N(CCC(C1)N1C=C(C2=CC=CC=C12)C1=C2C(=NC=C1)NC(C2(C)C)=O)C(=O)OC(COC2=CC=C(C=C2)C2=CC=CC=C2)CN2C(=NC=C2)C 1-[([1,1'-biphenyl]-4-yl)oxy]-3-(2-methyl-1H-imidazol-1-yl)propan-2-ol tert-butyl-4-[3-(3,3-dimethyl-2-oxo-1H-pyrrolo[2,3-b]pyridin-4-yl)indol-1-yl]piperidine-1-carboxylate